FC(CP(OC)(OC(C(F)(F)F)(F)F)=O)(F)F methyl perfluoroethyl (2,2,2-trifluoroethyl)phosphonate